C(CCC)N(C1=CC(=C(C=C2C(N(C(N(C2=O)CC)=S)CC)=O)C=C1)C)CCCC 5-(4-(dibutylamino)-2-methylbenzylidene)-1,3-diethyl-2-thiobarbituric acid